C(C)OC(=O)C1=CC(=C(C=C1)S(=O)(=O)[O-])O.[Na+] sodium 4-(ethoxycarbonyl)-2-hydroxybenzenesulfonate